3-(dimethyl (4-vinylbenzyl)ammonio)propane-1-sulfonate C[N+](CCCS(=O)(=O)[O-])(CC1=CC=C(C=C1)C=C)C